CC1OC=2C(=C3OC4=C(C=CC=C4C(C3=CC2)=O)CC(=O)OC)C1 methyl (2-methyl-6-oxo-1,2-dihydro-6H-3,11-dioxacyclopenta[a]anthracen-10-yl)acetate